C(C)OC(=O)C=1NC=C(C1C#CC1=CC=CC=C1)C(=O)OCC 3-(Phenylethynyl)-1H-pyrrole-2,4-dicarboxylic acid diethyl ester